C1(C(C(C(C(C1O)O)O)O)O)O The molecule is an inositol having myo- configuration. It has a role as a member of compatible osmolytes, a nutrient, an EC 3.1.4.11 (phosphoinositide phospholipase C) inhibitor, a human metabolite, a Daphnia magna metabolite, a Saccharomyces cerevisiae metabolite, an Escherichia coli metabolite and a mouse metabolite.